1-((2-chloropyridine-5-Yl)methyl)-8-nitro-2,3-dihydro-imidazo[1,2-a]pyridin-5(1H)-one ClC1=NC=C(C=C1)CN1CCN2C1=C(C=CC2=O)[N+](=O)[O-]